4-(6,7-difluoro-2-oxo-3-(4-(trifluoromethoxy) phenyl) indolin-3-yl)-2-fluorophenyl trifluoromethanesulfonate FC(S(=O)(=O)OC1=C(C=C(C=C1)C1(C(NC2=C(C(=CC=C12)F)F)=O)C1=CC=C(C=C1)OC(F)(F)F)F)(F)F